ClC1=CC=C(C=C1)C=1N=C(C=2N(C1)C=NN2)C=2C=NN(C2)C 6-(4-Chlorophenyl)-8-(1-methyl-1H-pyrazol-4-yl)-[1,2,4]triazolo[4,3-a]pyrazine